N-(cis-2-(((3-phenylcyclopentyl)oxy)methyl)-piperidin-3-yl)methanesulfonamide C1(=CC=CC=C1)C1CC(CC1)OC[C@@H]1NCCC[C@@H]1NS(=O)(=O)C